Cl.NCCN1C2=C(C=C1C(=O)O)CC(C2)(C)C 1-(2-aminoethyl)-5,5-dimethyl-1,4,5,6-tetrahydrocyclopenta[b]pyrrole-2-carboxylate hydrochloride